2-(2,6-dioxopiperidin-3-yl)-5-[2-(piperazin-1-yl)ethoxy]isoindole-1,3-dione formate salt C(=O)O.O=C1NC(CCC1N1C(C2=CC=C(C=C2C1=O)OCCN1CCNCC1)=O)=O